trans-4-(2-(4-(Benzo[d]isothiazol-3-yl)piperazin-1-yl)ethyl)cyclohexan-1-amine S1N=C(C2=C1C=CC=C2)N2CCN(CC2)CC[C@@H]2CC[C@H](CC2)N